C1(CC1)N1N=C(N=C1C1CCOCC1)C=1C=C(C=NC1)[C@@](O)(C1=CC=C(C=C1)C1(CC1)C(F)(F)F)C1(CN(C1)C)C (R)-{5-[1-Cyclopropyl-5-(tetrahydro-pyran-4-yl)-1H-[1,2,4]triazol-3-yl]-pyridin-3-yl}-(1,3-dimethyl-azetidin-3-yl)-[4-(1-trifluoromethyl-cyclopropyl)-phenyl]-methanol